CC1=CC=C(C=C1)S(=O)(=O)[O-].FC(OC1=C(C=CC=C1)[I+]C1=C(C=C(C=C1OC)OC)OC)(F)F (2-(trifluoromethoxy)phenyl)(2,4,6-trimethoxyphenyl)iodonium 4-methylbenzenesulfonate